ClC1=CC=CC(=N1)C=1C=CC=C2C=CCN(C12)C=1C(=NC=2CCN(CC2C1)C)OC 8-(6-Chloropyridin-2-yl)-N-(2-methoxy-6-methyl-5,6,7,8-tetrahydro-1,6-naphthyridin-3-yl)quinoline